OC1=C(N=CN1)C(=O)N 5-hydroxy-1H-imidazole-4-carboxamide